6-azabicyclo[3.1.0]Hexane C12CCCC2N1